C1(CCCCC1)=O cyclohex-anone